ClC1=C(C(=CC=C1)F)N1C=2N(C3=C(C1=O)C=NC(=N3)NC3=C(C=C(C=C3)N3CCN(CC3)C)C)CCN2 6-(2-Chloro-6-fluorophenyl)-2-((2-methyl-4-(4-methylpiperazin-1-yl)phenyl)amino)-8,9-dihydroimidazo[1,2-a]pyrimido[5,4-e]pyrimidin-5(6H)-one